(S)-N,N-BIS(4-METHOXYBENZYL)-1-(TETRAHYDRO-2H-PYRAN-4-YL)HEX-5-ENE-2-SULFONAMIDE COC1=CC=C(CN(S(=O)(=O)[C@H](CC2CCOCC2)CCC=C)CC2=CC=C(C=C2)OC)C=C1